N1=CC(=CC=2CCNCC12)CO (5,6,7,8-tetrahydro-1,7-naphthyridin-3-yl)methanol